1,3,5-benzenetricarboxylic acid tris(4-n-heptylcyclohexylamide) C(CCCCCC)C1CCC(CC1)NC(=O)C1=CC(=CC(=C1)C(=O)NC1CCC(CC1)CCCCCCC)C(=O)NC1CCC(CC1)CCCCCCC